4-bromo-N-{8-fluoro-2-methylimidazo[1,2-a]pyridin-6-yl}-2-methyl-1-benzofuran-7-carboxamide BrC1=CC=C(C2=C1C=C(O2)C)C(=O)NC=2C=C(C=1N(C2)C=C(N1)C)F